2-isopropylamino-2,4,6,8-tetramethyl-cyclotetrasiloxane C(C)(C)N[Si]1(O[SiH](O[SiH](O[SiH](O1)C)C)C)C